C(C)(C)(C)C1=CN=C(O1)C(=O)NCC1=C(C=C(C=C1)C1=C(C=NC=C1)OCCN(C(C=C)=O)C)C 5-(tert-butyl)-N-(2-methyl-4-(3-(2-(N-methylacrylamido)ethoxy)pyridin-4-yl)benzyl)oxazole-2-carboxamide